2-(4-chlorophenoxy)acetaldehyde ClC1=CC=C(OCC=O)C=C1